6,6-dimethyl-fulvene CC(=C1C=CC=C1)C